OCNC(CCCCCCCCCCCCCCCCC)=O N-(Hydroxymethyl)stearamide